OC[C@@H](C)NCC=1C=C2CN(C(C2=CC1)=O)C1C(NC(CC1)=O)=O 3-[5-[[[(1R)-2-hydroxy-1-methyl-ethyl]amino]methyl]-1-oxo-isoindolin-2-yl]piperidine-2,6-dione